(E)-but-1,3-dien-1-yl 2,2-diphenylacetate C1(=CC=CC=C1)C(C(=O)O\C=C\C=C)C1=CC=CC=C1